bis(4-methylphenyl) phosphate P(=O)(OC1=CC=C(C=C1)C)(OC1=CC=C(C=C1)C)[O-]